(2,3-dimethyl-6-nitrophenyl)dimethyl-phosphine oxide CC1=C(C(=CC=C1C)[N+](=O)[O-])P(C)(C)=O